FC1=C(C=CC=C1)C1=C(C(=CC=C1)C=1C=C2CN(CC2=CC1)CC(=O)OCC)C Ethyl 2-(5-(2'-fluoro-2-methyl-[1,1'-biphenyl]-3-yl)isoindolin-2-yl)acetate